NC1=NC=2C3=C(C(CC2C=N1)(C)C)C(=NN3CCO)C(=O)NC=3SC=C(N3)C 8-amino-1-(2-hydroxyethyl)-4,4-dimethyl-N-(4-methyl-1,3-thiazol-2-yl)-4,5-dihydro-1H-pyrazolo[4,3-H]quinazoline-3-carboxamide